4-(6,7-Dimethoxy-3,4-dihydroisoquinolin-2(1H)-yl)-6-(3-methoxyphenyl)pyrimidin-2-amine COC=1C=C2CCN(CC2=CC1OC)C1=NC(=NC(=C1)C1=CC(=CC=C1)OC)N